[Cu].N1=CC=CC2=CC=CC=C12 Quinolin copper